C(#N)C1=C(N=C(S1)N(C(=O)[C@H]1N(CCC1)C(=O)OC(C)(C)C)C)C1=CC=CC=C1 tert-butyl (S)-2-((5-cyano-4-phenylthiazol-2-yl)(methyl)carbamoyl)pyrrolidine-1-carboxylate